C(C)(=O)NC(C(=O)OCC)C(=O)OCC diethyl 2-acetamidomalonate